2,6-dimethylphenyl phenyl carbonate C(OC1=C(C=CC=C1C)C)(OC1=CC=CC=C1)=O